bis-aminopropylium N[C+](CC)N